ClC=1C(=C(C(=CC1Cl)Cl)OC(C(=O)OC1=C(C(=C(C=C1Cl)Cl)Cl)C(=O)OCC(CC)CC)=O)C(=O)OCC(CC)CC bis{3,4,6-trichloro-2-[(2-ethylbutoxy)carbonyl] phenyl}oxalate